O1CCN(CC1)C1=NC2=CC=NC(=C2C=C1O)OC1CCC(CC1)NC1=NC=C(C=N1)OCCN1CCOCC1 morpholino-5-[4-[[5-(2-morpholinoethoxy)pyrimidin-2-yl]amino]cyclohexoxy]-1,6-naphthyridin-3-ol